2-((4-Amino-5-(2-(pyridin-3-yl)ethyl)-4H-1,2,4-triazol-3-yl)thio)-N-(6-chlorobenzothiazol-2-yl)acetamid NN1C(=NN=C1CCC=1C=NC=CC1)SCC(=O)NC=1SC2=C(N1)C=CC(=C2)Cl